C(C)(C)(C)C1CCC(CC1)NCCS(=O)(=O)O 2-(4-tert-butylcyclohexyl)aminoethane-1-sulfonic acid